FC(OC1=C(C=C(C=C1)SC(C)C)C1=NN(C=C1NC(=O)C=1C=NN2C1N=CC=C2)CC(=O)N2CCC(CC2)N2CC=1N(CC2)C=CN1)F N-[3-[2-(difluoromethoxy)-5-isopropylsulfanyl-phenyl]-1-[2-[4-(6,8-dihydro-5H-imidazo[1,2-a]pyrazin-7-yl)-1-piperidyl]-2-oxo-ethyl]pyrazol-4-yl]pyrazolo[1,5-a]pyrimidine-3-carboxamide